ClC1=CC(=C(COC2=NC=3CN(CCC3C=C2)CC2=NC3=C(N2C[C@H]2OCC2)C=C(C=C3)/C(/N)=N/O)C=C1)F (S,Z)-2-((2-((4-chloro-2-fluorobenzyl)oxy)-5,8-dihydro-1,7-naphthyridin-7(6H)-yl)methyl)-N'-hydroxy-1-(oxetan-2-ylmethyl)-1H-benzo[d]imidazole-6-carboximidamide